oxalate Carbon [C+4].C(C(=O)[O-])(=O)[O-].C(C(=O)[O-])(=O)[O-]